4-(hydroxymethyl)imidazole picrate C1([N+](=O)[O-])=CC([N+](=O)[O-])=CC([N+](=O)[O-])=C1O.OCC=1N=CNC1